3-chloro-2-fluoro-4-methoxyaniline ClC=1C(=C(N)C=CC1OC)F